N-(6-fluoropyridin-3-yl)-N-methylpicolinamide FC1=CC=C(C=N1)N(C(C1=NC=CC=C1)=O)C